(1S,3R)-3-(2-(trifluoromethyl)phenyl)cyclohexan-1-ol FC(C1=C(C=CC=C1)[C@H]1C[C@H](CCC1)O)(F)F